NC([C@H](CCC(=O)OC(C)(C)C)N1C(C2=CC(=C(C=C2C1=O)F)F)=O)=O (S)-tert-butyl 5-amino-4-(5,6-difluoro-1,3-dioxoisoindolin-2-yl)-5-oxopentanoate